FC(C=1C(=C(C=CC1)[C@@H](C)NC1=NN(C(C=2C1=CN(C(C2OC)=O)[C@@H]2[C@@H](COCC2)F)=O)C)F)F 4-(((R)-1-(3-(difluoromethyl)-2-fluorophenyl)ethyl)amino)-6-((3S,4S)-3-fluorotetrahydro-2H-pyran-4-yl)-8-methoxy-2-methyl-2,6-dihydropyrido[3,4-d]Pyridazine-1,7-dione